CC1=NC(=CC(=C1)C1=CC=C2C(CN(CC2=C1)CCC(=O)N1CCC2=CC=CC=C12)(C)C)C 3-(7-(2,6-dimethylpyridin-4-yl)-4,4-dimethyl-3,4-dihydroisoquinolin-2(1H)-yl)-1-(indolin-1-yl)propan-1-one